trans-5-(2-(3-(3,3-Dimethylazetidin-1-yl)-4,5-difluorophenyl)cyclopropyl)-2,2'-bipyrimidine CC1(CN(C1)C=1C=C(C=C(C1F)F)[C@H]1[C@@H](C1)C=1C=NC(=NC1)C1=NC=CC=N1)C